1-(8-fluoro-7-(3-(methoxymethoxy)naphthalen-1-yl)-2-((tetrahydro-1H-pyrrolizin-7a(5H)-yl)methyl)pyrido[4,3-d]pyrimidin-4-yl)piperidin-4-one FC1=C(N=CC2=C1N=C(N=C2N2CCC(CC2)=O)CC21CCCN1CCC2)C2=CC(=CC1=CC=CC=C21)OCOC